ClC1=CC(=C(C=C1F)C(CC1=NC(=NC(=N1)N[C@@H](CO)CC(C)C)NS(=O)(=O)C)C)F N-(4-(2-(4-Chloro-2,5-difluorophenyl)propyl)-6-(((R)-1-hydroxy-4-methylpentan-2-yl)amino)-1,3,5-triazin-2-yl)methanesulfonamide